(6S,7R)-7-cyclopropyl-6-methyl-2-[(3R)-3-methylmorpholin-4-yl]-6,7-dihydro-5H-pyrazolo[1,5-a]pyrazin-4-one C1(CC1)[C@@H]1[C@@H](NC(C=2N1N=C(C2)N2[C@@H](COCC2)C)=O)C